BrC=1C=NN2C1N=C1C(=C2Cl)CC(C12CCCC2)C 3-Bromo-8-chloro-6-methyl-6,7-dihydrospiro[cyclopenta[d]pyrazolo[1,5-a]pyrimidine-5,1'-cyclopentane]